2-((2S,4S)-2-(((4-acetamidocyclohexyl)amino)methyl)-5-chloro-6-fluoro-2-phenyl-2,3-dihydrobenzofuran-4-yl)-4-(difluoromethoxy)-3-fluorobenzamide C(C)(=O)NC1CCC(CC1)NC[C@@]1(OC2=C(C1)C(=C(C(=C2)F)Cl)C2=C(C(=O)N)C=CC(=C2F)OC(F)F)C2=CC=CC=C2